3-ethoxy-N,N-dimethyl-propanamide C(C)OCCC(=O)N(C)C